ClC1=C(C=CC=C1)N1C(N=C(C2=C1N=C(C=C2)C(F)(F)F)NC2CC1(CS(C1)(=O)=O)C2)=O 1-(2-chlorophenyl)-4-((2,2-dioxido-2-thiaspiro[3.3]heptan-6-yl)amino)-7-(trifluoromethyl)pyrido[2,3-d]pyrimidin-2(1H)-one